ClC=1C=C(C=CC1)C(COC)(C)NC1=NC2=C(N1)C=CC=C2CN2C(OC=C2)=N N-[2-(3-chlorophenyl)-1-methoxypropan-2-yl]-4-[(2-imino-2,3-dihydro-1,3-oxazol-3-yl)methyl]-1H-1,3-benzodiazol-2-amine